BrCC1=C(C(=NN1CCO[Si](C)(C)C(C)(C)C)OCC#N)I 2-[5-(bromomethyl)-1-[2-[tert-butyl(dimethyl)silyl]oxyethyl]-4-iodo-pyrazol-3-yl]oxyacetonitrile